ClC1=CC(=C(C=C1)C1=NC(=CC=2N=C(N(C(C21)=O)C)C)N2C[C@@H](O[C@@H](C2)C)C2CC2)F 5-(4-chloro-2-fluoro-phenyl)-7-((2S,6R)-2-cyclopropyl-6-methyl-4-morpholinyl)-2,3-dimethylpyrido[4,3-d]-pyrimidin-4(3H)-one